N-((1R,2S)-2-Acrylamidocyclopentyl)-5-(4-methyl-6-(pyridazin-3-yloxy)pyridin-3-yl)-4-oxo-4,5-dihydro-3H-1-thia-3,5,8-triazaacenaphthylene-2-carboxamide C(C=C)(=O)N[C@@H]1[C@@H](CCC1)NC(=O)C=1SC=2N=CC=C3N(C(NC1C23)=O)C=2C=NC(=CC2C)OC=2N=NC=CC2